1-((4-((3-bromo-2-chlorophenyl)amino)-2-(difluoromethyl)pyrido[3,2-d]Pyrimidin-7-yl)methyl)-3-methylpyrrolidin-3-ol BrC=1C(=C(C=CC1)NC=1C2=C(N=C(N1)C(F)F)C=C(C=N2)CN2CC(CC2)(O)C)Cl